ONC(C1=CC=C(C=C1)CN1N=C(C=C1C1=CC2=C(C=C1)OCO2)C=2C=C1C(N(C=NC1=CC2)C)=O)=O N-hydroxy-4-{[3-(3-methyl-4-oxo-3,4-dihydro-quinazolin-6-yl)-5-(3,4-methylenedioxyphenyl)-1H-pyrazol-1-yl]methyl}benzamide